FC(CF)C1=CC=CC(=N1)N 6-(1,2-difluoroethyl)pyridin-2-amine